ethyl 6-chloro-5-hydroxy-2-methylbenzofuran-3-carboxylate ClC1=CC2=C(C(=C(O2)C)C(=O)OCC)C=C1O